ClC1=C(C(=O)N)C=C(C(=C1)F)N1C(N(C(=CC1=O)C(F)(F)F)C)=O 2-chloro-4-fluoro-5-(3-methyl-2,6-dioxo-4-(trifluoromethyl)-2,3-dihydropyrimidin-1(6H)-yl)benzamide